Cl.C1NCCC2=CC=C(C=C12)N1C(NC(CC1)=O)=O 1-(1,2,3,4-tetrahydroisoquinolin-7-yl)dihydropyrimidine-2,4(1H,3H)-dione hydrochloride